(5-hydroxy-2-methylpyridin-4-yl)-1-((2-(trimethylsilyl)ethoxy)methyl)-1H-imidazole-2-carboxylic acid ethyl ester C(C)OC(=O)C=1N(C=C(N1)C1=CC(=NC=C1O)C)COCC[Si](C)(C)C